(E)-N-[1-(2-nitrophenyl)-1H-pyrrol-2-yl-allylideneamino]-guanidinium succinate C(CCC(=O)[O-])(=O)[O-].[N+](=O)([O-])C1=C(C=CC=C1)N1C(=CC=C1)C=C\C=N\NC(=[NH2+])N.[N+](=O)([O-])C1=C(C=CC=C1)N1C(=CC=C1)C=C\C=N\NC(=[NH2+])N